FC(C(=O)O)(F)F.FC(C(=O)O)(F)F.C1(CC1)NC1CCN(CC1)C1=NC=C(C=2C1=NC=CN2)C(=O)NC=2C=C(C=1N(C2)C=C(N1)C)F 5-(4-(cyclopropylamino)piperidin-1-yl)-N-(8-fluoro-2-methylimidazo[1,2-a]pyridin-6-yl)pyrido[3,4-b]pyrazine-8-carboxamide bis(2,2,2-trifluoroacetate)